ClC1=NC=C(C(=N1)NC1=C(C=CC=C1)CS(=O)(=O)N)C(F)(F)F (2-((2-chloro-5-(trifluoromethyl)pyrimidin-4-yl)amino)phenyl)methylsulfonamide